N-allyloctanoamide C(C=C)NC(CCCCCCC)=O